dihydroindenyl-pyrazolo[3,4-b]pyridineamine C1(CCC2=CC=CC=C12)C1=C2C(=NC=C1)NN=C2N